(S)-10-chloro-6-isopropyl-9-(3-methoxypropoxy)-2-oxo-6,7-dihydro-2H-pyrido[2,1-a]isoquinoline-3-carboxylic acid ethyl ester C(C)OC(=O)C=1C(C=C2N([C@@H](CC3=CC(=C(C=C23)Cl)OCCCOC)C(C)C)C1)=O